C(C=C)(=O)N1CCOC2(CC2)C1 7-acryloyl-4-oxa-7-azaspiro[2.5]octan